C(C)(C)(C)OC(=O)N1C(CC(C1)CC1=CC=CC=C1)C(N[C@H](C(=O)NCC1=C(C(=CC=C1)C)N1N=CN=N1)C)=O 4-benzyl-2-(((S)-1-((3-methyl-2-(2H-tetrazol-2-yl)benzyl)amino)-1-oxopropan-2-yl)carbamoyl)pyrrolidine-1-carboxylic acid tert-butyl ester